ClC=1C=C2C(=C(N(C2=CC1)CC1CCOCC1)C=O)C(=O)N1CCC(CC1)(C(=O)N[C@H]1CN(C[C@H]1F)C)C1=CC=C(C=C1)F 1-(5-chloro-2-formyl-1-((tetrahydro-2H-pyran-4-yl)methyl)-1H-indole-3-carbonyl)-N-((3S,4R)-4-fluoro-1-methylpyrrolidin-3-yl)-4-(4-fluorophenyl)piperidine-4-carboxamide